N-(3-(5-(6-cyclopropyl-4-methylpyridin-3-yl)-1H-pyrrolo[2,3-b]pyridine-3-carbonyl)-2,6-difluorophenyl)propane-1-sulfonamide C1(CC1)C1=CC(=C(C=N1)C=1C=C2C(=NC1)NC=C2C(=O)C=2C(=C(C(=CC2)F)NS(=O)(=O)CCC)F)C